2-(2-bromo-4-(2-hydroxypropan-2-yl)phenyl)-3,5,7,8-tetrahydro-4H-thiopyrano[4,3-d]pyrimidin-4-one BrC1=C(C=CC(=C1)C(C)(C)O)C=1NC(C2=C(N1)CCSC2)=O